ClC=1C=C(C=C(C1OC=1C=C2C(=CC(=NC2=CC1)C1=C(OC(=C1)C)C#N)C)Cl)N1N=C(C(NC1=O)=O)C#N 2-(3,5-Dichloro-4-((4-methyl-2-(2-cyano-5-methylfuran-3-yl)quinolin-6-yl)oxy)phenyl)-3,5-dioxo-2,3,4,5-tetrahydro-1,2,4-triazine-6-carbonitrile